C(C#C)(=O)[O-] Propynoate